C(#C)C=1N=C(C=2N=CN([C@H]3[C@H](O)[C@H](O)[C@@H](CO)O3)C2N1)N 2-ethynyl-adenosine